C(\C=C\CCC=CCC)=O trans-2,6-nonadienal